N1=C(C=CC=C1)C(C)=O 1-(2-Pyridyl)-1-ethanone